2-chloro-N1,N1,N3,N3-Tetraphenyl-benzene-1,3-diamine ClC1=C(C=CC=C1N(C1=CC=CC=C1)C1=CC=CC=C1)N(C1=CC=CC=C1)C1=CC=CC=C1